SCCC(C(CO)C)O 2-mercaptoethyl-2-methyl-1,3-propylene glycol